C(#N)C1=C(C(C(=CN1C1CCC1)C(=O)NC1=CC(=C(C=C1)OC1=CC=NC2=CC(=C(C=C12)OC)OC)F)=O)C1=CC=C(C=C1)F 6-cyano-1-cyclobutyl-N-(4-((6,7-dimethoxyquinolin-4-yl)oxy)-3-fluorophenyl)-5-(4-fluorophenyl)-4-oxo-1,4-dihydropyridine-3-carboxamide